COC([C@@](CC1=CC=C(C=C1)C(F)(F)F)(C)N1C(C2=CC=CC=C2C1=O)=O)=O (S)-2-(1,3-dioxoisoindolin-2-yl)-2-methyl-3-(4-(trifluoromethyl)phenyl)propionic acid methyl ester